4-butyl-1-(3-chloro-4-fluorophenyl)-3-(4-fluorophenyl)-5-methyl-4,5-dihydro-1H-pyrazole-5-carboxylic acid methyl ester COC(=O)C1(C(C(=NN1C1=CC(=C(C=C1)F)Cl)C1=CC=C(C=C1)F)CCCC)C